4-{8-oxatricyclo[7.4.0.02,7]trideca-1(13),2(7),3,5,9,11-hexaen-6-yl}-N-(4-{8-oxatricyclo[7.4.0.02,7]trideca-1(13),2,4,6,9,11-hexaen-6-yl}phenyl)aniline C=12C=3C=CC=C(C3OC2=CC=CC1)C1=CC=C(NC2=CC=C(C=C2)C=2C=CC=C3C4=CC=CC=C4OC23)C=C1